5-bromo-1-methylindazol-3-amine BrC=1C=C2C(=NN(C2=CC1)C)N